FC(OC1=C(SC=C1)C=O)F 3-difluoromethoxy-thiophen-2-carbaldehyde